O[C@@H]1C[C@H]2[C@H](CCC3=C(O2)C=C(C=C3)C(=O)O)[C@H]1\C=C\C([C@@H](CCCC)C(F)(F)F)O (1R,2R,3aS,10aR)-2-hydroxy-1-[(1E,3ξ,4R)-3-hydroxy-4-(trifluoromethyl)-1-octen-1-yl]-2,3,3a,9,10,10a-hexahydro-1H-benzo[b]cyclopenta[f]oxepin-6-carboxylic acid